4,6-diethoxypyrimidin-5-amine C(C)OC1=NC=NC(=C1N)OCC